3-(8,8-difluoro-5-iodo-7-oxobicyclo[4.2.0]oct-1,3,5-triene-2-enyloxy)-5-difluoromethoxybenzamide FC1(C(C2=C(C(=C=C=C12)OC=1C=C(C(=O)N)C=C(C1)OC(F)F)I)=O)F